4-(4-(1-(4-fluorophenyl)azetidine-3-carbonyl)-3,4-dihydro-2H-pyrido[4,3-b][1,4]oxazin-8-yl)-benzonitrile FC1=CC=C(C=C1)N1CC(C1)C(=O)N1C2=C(OCC1)C(=CN=C2)C2=CC=C(C#N)C=C2